[Si](OOCCCCCCCCCCCCCCCCCC)(OOCCCCCCCCCCCCCCCCCC)(OCC)[O-] distearyloxy ethyl silicate